CNC(=O)C1=CC=C(C=N1)N1CCN(CC1)CC=1C=CC=2C3=C(C(NC2C1)=O)OC=C3 7-((4-(6-(methylcarbamoyl)pyridin-3-yl)piperazin-1-yl)methyl)furo[2,3-c]quinolin-4(5H)-one